COC1=C(C(C2=CC=CC=C2C1=O)=O)\C=C(\C(=O)NOC)/CCC (2E)-2-[(3-methoxy-1,4-dioxo-1,4-dihydro-naphthalen-2-yl)methylene]-N-methoxypentanamide